FC(C=1C=C(COC2=C(N)C=CC=C2)C=CC1)(F)F 2-(3-(trifluoromethyl)benzyloxy)aniline